O=C1C(CC2(CCN(C2)C(=O)OC(C)(C)C)CC1)C(=O)OC 2-(tert-butyl) 7-methyl 8-oxo-2-azaspiro[4.5]decane-2,7-dicarboxylate